N(=C=S)C1=CC=C(C=C1)C1N(CCN(CCN(C1)CC(=O)O)CC(=O)O)CC(=O)O 2-(4-isothiocyanatophenyl)-1,4,7-triazacyclononane-1,4,7-triacetic acid